4-((2-(3-(aminomethyl)-9-azabicyclo[3.3.1]nonan-9-yl)pyrido[2,3-b]pyrazin-6-yl)thio)-3-chloropyridin-2-amine NCC1CC2CCCC(C1)N2C=2N=C1C(=NC2)N=C(C=C1)SC1=C(C(=NC=C1)N)Cl